C(C)(C)(C)OC(=O)N[C@@H](C(=O)OC)CC1=CC(=C(C=C1)C)OC Methyl (R)-2-((tert-butoxycarbonyl)amino)-3-(3-methoxy-4-methylphenyl)propanoate